ClC1=NN(C2=NC=CC(=C21)NCC2=CC=C(C=C2)[S@@](=O)(C)=N)CC#C (S)-(4-(((3-chloro-1-(prop-2-yn-1-yl)-1H-pyrazolo[3,4-b]pyridine-4-yl)amino)methyl)phenyl)(imino)(methyl)-λ6-sulfanone